N-(6-(6-methoxy-5-(4-methyl-1H-imidazol-1-yl)pyridin-2-yl)-4-methylpyridazin-3-yl)-1H-indol-3-amine COC1=C(C=CC(=N1)C1=CC(=C(N=N1)NC1=CNC2=CC=CC=C12)C)N1C=NC(=C1)C